CC1=CC=CC(=N1)C=1N=CC2=C(N1)N(CC2)C2=CC(=NC=C2)N (9s)-4-(2-(6-methylpyridin-2-yl)-5,6-dihydro-7H-pyrrolo[2,3-d]pyrimidin-7-yl)pyridin-2-amine